F[SiH2]N1CCCC2CCCCC12 N-(fluorosilyl)perhydroquinoline